C(C1=CC=CC=C1)OC(NC1C2CC=CC12)=O bicyclo[3.1.0]Hex-2-en-6-ylcarbamic acid benzyl ester